BrC1=C(C=C(C=C1)CCNC1=CC(=NC=N1)C1=CC(=CS1)OCC)F 5-{6-[2-(4-Bromo-3-fluoro-phenyl)-ethylamino]-pyrimidin-4-yl}-3-ethoxy-thiophen